C(C)(C)(C)C1=CC=C(C=C1)N1N=C2C=CC=CC2=C1 4-(tert-butyl)phenyl-2H-indazole